(1-methyl-1H-pyrazol-4-ylamino)nicotinamide CN1N=CC(=C1)NC1=C(C(=O)N)C=CC=N1